4-(piperidin-1-yl)pyridin-3-amine N1(CCCCC1)C1=C(C=NC=C1)N